[N+](=O)([O-])C1=CC=C(C=C1)OC(OC1=CC=C(C=C1)[N+](=O)[O-])=O (e)-Bis(4-Nitrophenyl)Carbonate